(4S)-(-)-4-isopropyl-2-oxazolidone CC(C)[C@H]1COC(=O)N1